CN(C(=O)C=1C=C(OC=2C=C(COC3=C(C(=C(CO[PH2]=O)C(=C3F)F)F)F)C=CC2[N+](=O)[O-])C=CC1)C phosphinic acid 4-((3-(3-(dimethylcarbamoyl) phenoxy)-4-nitrobenzyl) oxy)-2,3,5,6-tetrafluorobenzyl ester